4-((((R)-2,5,7,8-tetramethyl-2-((4S,8S)-4,8,12-trimethyltridecyl)pyran-6-yl)oxy)methyl)-1H-1,2,3-triazole C[C@@]1(OC(=C(C=C1)C)OCC=1N=NNC1)CCC[C@@H](CCC(C(CCCC(C)C)(C)C)C)C